4-[2-hydroxy-3-(4-methoxyphenylamino)propyl]-1,3-dihydroimidazol-2-one OC(CC=1NC(NC1)=O)CNC1=CC=C(C=C1)OC